(4-methoxybenzylamino)-2-pyridin-2-yl-4,5,6,7-tetrahydro-2H-indazol-3-ol COC1=CC=C(CNC2C3=C(N(N=C3CCC2)C2=NC=CC=C2)O)C=C1